2,6-diphenyl-4H-pyran-4-one C1(=CC=CC=C1)C=1OC(=CC(C1)=O)C1=CC=CC=C1